CN1C=C(C2=CC(=CC=C12)C)C=1C2=C(N=C(N1)C1(CC(=C(C=C1)N(C)CCN(C)C)N)N)NC=C2 4-(4-(1,5-dimethyl-1H-indol-3-yl)-7H-pyrrolo[2,3-d]pyrimidin-2-yl)-N1-(2-(dimethylamino)ethyl)-N1-methylbenzene-1,2,4-triamine